OCC1CN(C=2C=CC(N(C2C1)C)=O)C1=CC=C(C=C1)C(F)(F)F 7-(hydroxymethyl)-1-methyl-5-(4-(trifluoromethyl)phenyl)-5,6,7,8-tetrahydro-1,5-naphthyridin-2(1H)-one